2-epoxycyclohexylcarboxylate C12C(CCCC1)(O2)C(=O)[O-]